7-(8-ethynyl-7-fluoro-3-hydroxynaphthalen-1-yl)-2-(((S)-1-methylpyrrolidin-2-yl)methoxy-d2)-6-(trifluoromethyl)pyrido[3,4-d]Pyrimidin-8(7H)-one C(#C)C=1C(=CC=C2C=C(C=C(C12)N1C(C=2N=C(N=CC2C=C1C(F)(F)F)OC([2H])([2H])[C@H]1N(CCC1)C)=O)O)F